C(C(=C)C)(=O)OCCOC(NCCOC(C(=C)C)=O)=O N-(2-Methacryloyloxyethyl)carbamic acid-(2-methacryloyloxyethyl)ester